C(CCCCCCCCC)C1=CC=C(C=C1)NC(CCCCNC(OC(C)(C)C)=O)=O Tert-butyl (5-((4-decylphenyl)amino)-5-oxopentyl)carbamate